ClC1=NC(=CC=C1C(=O)NS(=O)(=O)C1=CC=CC(=N1)NCCCC1CCC(N1C(=O)OC(C)(C)C)(C)C)N1N=C(C=C1)OCCC(C1CC1)C1CC1 tert-Butyl 5-[3-[[6-[[2-chloro-6-[3-(3,3-dicyclopropylpropoxy) pyrazol-1-yl] pyridine-3-carbonyl] sulfamoyl]-2-pyridyl] amino] propyl]-2,2-dimethyl-pyrrolidine-1-carboxylate